ClC1=CC(=C(C=C1)C1=NC(=NC2=C1N=C(N(C2=O)C)C)[C@H]2C[C@H](OCC2)C=2C=NN(C2)C)F 8-(4-chloro-2-fluorophenyl)-2,3-dimethyl-6-[(2s,4r)-2-(1-methyl-1H-pyrazol-4-yl)oxacyclohex-4-yl]-3H,4H-pyrimido[5,4-d][1,3]diazin-4-one